2-[2-Chloro-6-(trifluoromethyl)phenyl]-N-[4-(4-cyano-1H-pyrazol-1-yl)-3-sulfamoylphenyl]acetamide ClC1=C(C(=CC=C1)C(F)(F)F)CC(=O)NC1=CC(=C(C=C1)N1N=CC(=C1)C#N)S(N)(=O)=O